2-carboxy-methylphenyl-propan-1-one C(=O)(O)C(C(=O)C1=CC=CC=C1)(C)C